CNN=NC(C)(C)C methyl-tert-butyltriazene